methyl-tristyrylphosphonium bromide [Br-].C[P+](C=CC1=CC=CC=C1)(C=CC1=CC=CC=C1)C=CC1=CC=CC=C1